COC=1C=C2C(=NC(=NC2=CC1OC)C)NC(C)C1=CC=C(S1)C=1SC(=CC1)CNC(OC(C)(C)C)=O tert-butyl [(5'-{1-[(6,7-dimethoxy-2-methylquinazolin-4-yl)amino]ethyl}-2,2'-bithiophen-5-yl)methyl]carbamate